(4S)-4-ethyl-8-fluoro-4-hydroxy-11-((3-(hydroxymethyl)-1,1-dioxidothiomorpholino)methyl)-9-methyl-1,12-dihydro-14H-pyrano[3',4':6,7]indolizino[1,2-b]quinoline-3,14(4H)-dione C(C)[C@]1(C(OCC=2C(N3CC=4C(=NC=5C=C(C(=CC5C4CN4C(CS(CC4)(=O)=O)CO)C)F)C3=CC21)=O)=O)O